CC=1N=C(SC1S(=O)(=O)N1CCN(CC1)C[C@H](C)NC1=NC=NC2=C(C=CC=C12)C(=O)N1[C@H](CCC1)C(F)(F)F)NC(OC)=O methyl N-[4-methyl-5-({4-[(2S)-2-({8-[(2R)-2-(trifluoromethyl)pyrrolidine-1-carbonyl]quinazolin-4-yl}amino)propyl]piperazin-1-yl}sulfonyl)-1,3-thiazol-2-yl]carbamate